C(N)(OCCCC(C1CN(C(C1)=O)C1=CC=C(C=C1)NC=1C=2N(C=CN1)C(=CN2)C2=CC=C(C=C2)OC(F)F)C(C)(C)C)=O (tert-butyl 4-(1-(4-((3-(4-(difluoromethoxy) phenyl) imidazo[1,2-a]pyrazin-8-yl) amino) phenyl)-5-oxopyrrolidin-3-yl) butyl) carbamate